FC(C1=NN=C(O1)C1=CC=C(CC=2N=NN(C2)C2=CC=C(N)C=C2)C=C1)F 4-(4-(4-(5-(difluoromethyl)-1,3,4-oxadiazol-2-yl)benzyl)-1H-1,2,3-triazol-1-yl)aniline